ClC1=CC(=C(C=C1)P(N(CC)CC)C1=C(C=C(C=C1)Cl)F)F bis(4-chloro-2-fluorophenyl)diethylaminophosphine